N1(CCCCC1)C1=CC=C(C2=CC=CC=C12)CSC=1N=NNC1C(=O)O 4-(((4-(piperidin-1-yl)naphthalen-1-yl)methyl)thio)-1H-1,2,3-triazole-5-carboxylic acid